ClC1=CC=C(C=C1)C=1C=C(C(N(N1)C=1C=NNC1)=O)C(=O)N[C@H](CO)C (+)-6-(4-Chlorophenyl)-N-[(2S)-1-hydroxypropan-2-yl]-3-oxo-2-(1H-pyrazol-4-yl)-2,3-dihydropyridazine-4-carboxamide